C1N(CCC12CCNCC2)C(=O)[O-] 2,8-diazaspiro[4.5]decan-2-carboxylate